IC1=NN(C(=C1)C(F)(F)F)C1=CC(=C(OCC(=O)OC(C)(C)C)C=C1)OC tert-butyl 2-(4-(3-iodo-5-(trifluoromethyl)-1H-pyrazol-1-yl)-2-methoxyphenoxy)acetate